C1(=CC=CC=C1)P(CCN1C(C=CC=2CCCCC12)Cl)C1=CC=CC=C1 N-(2-(diphenylphosphino)ethyl)-2-chloro-5,6,7,8-tetrahydroquinolin